2-methyl-N-(1-(2,2,2-trifluoroethyl)pyrrolidin-3-yl)-5-((2-(trifluoromethyl)pyridin-3-yl)methoxy)-benzofuran-3-carboxamide CC=1OC2=C(C1C(=O)NC1CN(CC1)CC(F)(F)F)C=C(C=C2)OCC=2C(=NC=CC2)C(F)(F)F